CC1=NC=C(C=N1)[C@@H](CC(=O)O)N1N=C(C=C1)CCCC1=NC=2NCCCC2C=C1 (R)-3-(2-methylpyrimidin-5-yl)-3-(3-(3-(5,6,7,8-tetrahydro-1,8-naphthyridin-2-yl)propyl)-1H-pyrazol-1-yl)propionic acid